FC(C1=CC=C(C=C1)C1=NOC(=C1)CO[C@@H]([C@@](CN1N=CN=C1)(O)C1=C(C=C(C=C1)F)F)C)(F)F (2R,3R)-3-((3-(4-trifluoromethylphenyl)isoxazol-5-yl)-methoxy)-2-(2,4-difluorophenyl)-1-(1H-1,2,4-triazol-1-yl)butan-2-ol